tert-butyl 4,4-difluoropiperidin-3-ylcarbamate FC1(C(CNCC1)NC(OC(C)(C)C)=O)F